C(C)(C)(C)OC([C@H](CC1=CC(=CC=C1)B1OC(C(O1)(C)C)(C)C)[C@@H]1CN(CC1)C(=O)OC(C)(C)C)=O tert-butyl (R)-3-((R)-1-(tert-butoxy)-1-oxo-3-(3-(4,4,5,5-tetramethyl-1,3,2-dioxaborolan-2-yl)phenyl)propan-2-yl)pyrrolidine-1-carboxylate